1-(4-(triazolyl)-1-piperazinyl)-3-phenylbut-3-ene N1N=NC(=C1)N1CCN(CC1)CCC(=C)C1=CC=CC=C1